7-(methylsulfonyl)-7-azaspiro[3.5]nonane-2-amine CS(=O)(=O)N1CCC2(CC(C2)N)CC1